N[C@@H](CN1C(N(C(=C(C1=O)C1=C(C(=CC=C1)OC1COC1)F)C)CC1=C(C=CC=C1C(F)(F)F)F)=O)C1=CC=CC=C1 (R)-3-(2-amino-2-phenylethyl)-5-(2-fluoro-3-(oxetan-3-yloxy)phenyl)-1-(2-fluoro-6-(trifluoromethyl)benzyl)-6-methylpyrimidine-2,4(1H,3H)-dione